COC(NC1=NC=CC(=C1)C1=CC(NC(=C1)N1C(COCC1)C(F)(F)F)=O)=O N-[4-[2-oxo-6-[3-(trifluoromethyl)morpholin-4-yl]-1H-pyridin-4-yl]-2-pyridinyl]carbamic acid methyl ester